7-bromo-6-(5-(4-(dimethoxymethyl)piperidin-1-yl)pyrazin-2-yl)-1-fluoro-3-(tetrahydro-2H-pyran-2-yl)-3,8,9,10-tetrahydrocyclohepta[e]indazole BrC1=C(C2=C(C=3C(=NN(C3C=C2)C2OCCCC2)F)CCC1)C1=NC=C(N=C1)N1CCC(CC1)C(OC)OC